flavonic acid O1C(=C(C(=O)C2=CC=CC=C12)C(=O)O)C1=CC=CC=C1